COC1=CC=C2C(=N1)\C(\C1(CCN(CC1)C(=O)OC(C)(C)C)C2)=N/[S@](=O)C(C)(C)C tert-butyl (7Z)-2-methoxy-7-{[(R)-2-methylpropane-2-sulfinyl]imino}-5,7-dihydrospiro[cyclopenta[b]pyridine-6,4'-piperidine]-1'-carboxylate